The molecule is the 2-aminoethyl glycoside of an amino decasaccharide made of two alpha-L-Rhap-(1->2)-alpha-L-Rhap-(1->3)-[alpha-D-Glcp-(1->4)]-alpha-L-Rhap-(1->3)-beta-D-GlcpNAc repeating units of the Shigella flexneri serotype 2a specific polysaccharide linked (1->2) and with the N-acetylglucosamine residue five residues from the reducing end acetylated on O-6. C[C@H]1[C@@H]([C@H]([C@H]([C@@H](O1)O[C@@H]2[C@@H]([C@H]([C@@H](O[C@H]2O[C@H]3[C@H]([C@@H](O[C@H]([C@@H]3O[C@@H]4[C@@H]([C@H]([C@@H]([C@H](O4)CO)O)O)O)C)O[C@@H]5[C@H]([C@@H](O[C@@H]([C@H]5O)COC(=O)C)O[C@@H]6[C@@H]([C@H]([C@@H](O[C@H]6O[C@@H]7[C@@H]([C@H]([C@@H](O[C@H]7O[C@H]8[C@H]([C@@H](O[C@H]([C@@H]8O[C@@H]9[C@@H]([C@H]([C@@H]([C@H](O9)CO)O)O)O)C)O[C@@H]1[C@H]([C@@H](O[C@@H]([C@H]1O)CO)OCCN)NC(=O)C)O)C)O)O)C)O)O)NC(=O)C)O)C)O)O)O)O)O